The molecule is a wax ester obtained by the formal condensation of the carboxy group of oleic acid with the hydroxy group of decanol. It derives from an oleic acid and a decan-1-ol. CCCCCCCCCCOC(=O)CCCCCCC/C=C\\CCCCCCCC